F[Sb-](F)(F)(F)(F)F.[SH3+] Sulfonium hexafluoro-Antimonat